(S) or (R)-3-fluoro-N'-((2-(1-fluorocyclopropyl)-3-methyl-6,7-dihydro-5H-cyclopenta[b]pyridin-4-yl)carbamoyl)-5-(2-hydroxypropan-2-yl)thiophene-2-sulfonimidamide FC1=C(SC(=C1)C(C)(C)O)[S@](=O)(N)=NC(NC1=C2C(=NC(=C1C)C1(CC1)F)CCC2)=O |o1:10|